[Na+].NC1=NC=NN2C1=C(C=C2Br)C(=O)[O-] 4-amino-7-bromopyrrolo[2,1-f][1,2,4]triazine-5-carboxylic acid, sodium salt